C(C(C)C)C1=CC2=C(NN=N2)C=C1 5-isobutylbenzotriazole